3-[2-oxo-5-[[(1S,2S)-2-(isopropylamino)cyclohexyl]amino]benzo[cd]indol-1-yl]piperidine-2,6-dione O=C1N(C2=CC=CC=3C2=C1C=CC3N[C@@H]3[C@H](CCCC3)NC(C)C)C3C(NC(CC3)=O)=O